3-(1,4-dimethyl-1H-benzo[d][1,2,3]triazol-5-yl)-3-(3-(((R)-2-ethyl-2,3-dihydro-[1,4]oxazepino[7,6-g]quinolin-4(5H)-yl)methyl)-4-methoxyphenyl)-2,2-dimethylpropanoic acid CN1N=NC2=C1C=CC(=C2C)C(C(C(=O)O)(C)C)C2=CC(=C(C=C2)OC)CN2C[C@H](OC1=CC=3C=CC=NC3C=C1C2)CC